FC=1C=C(C2=C(C[C@@H](CO2)N2C[C@H](NCC2)C2=C(C=CC=C2)OC(C)C)C1)F (3R)-1-[(3S)-6,8-difluoro-3,4-dihydro-2H-1-benzopyran-3-yl]-3-(2-isopropoxyphenyl)piperazine